CP(=O)(C)C1=NC=2N(C1)C=CN2 dimethylphosphinylimidazo[1,2-a]imidazole